2-(2-chlorophenyl)malononitrile ClC1=C(C=CC=C1)C(C#N)C#N